[K].C1(O)=CC(O)=CC=C1 resorcinol monopotassium salt